3-benzyl-1-(trans-4-((5-cyanopyridin-2-yl)amino)cyclohexyl)-1-(4-((2-methoxyphenyl)amino)phenyl)urea C(C1=CC=CC=C1)NC(N(C1=CC=C(C=C1)NC1=C(C=CC=C1)OC)[C@@H]1CC[C@H](CC1)NC1=NC=C(C=C1)C#N)=O